COC(C(C(=O)C)CC1=CC(=CC=C1)[N+](=O)[O-])=O 2-(3-nitrobenzyl)-acetoacetic acid methyl ester